ClC=1C=C(CN2C3=C(C(=C(CC2=O)C(=O)NC)O)C=CC=C3)C=CC1F 1-(3-chloro-4-fluorobenzyl)-5-hydroxy-N-methyl-2-oxo-2,3-dihydro-1H-benzo[b]azepine-4-carboxamide